BrC1=CC=C(C=C1)C#CC(C#C\C(=C/C=O)\C1=CC=CC=C1)(C1=CC=CC=C1)O (Z)-8-(4-bromophenyl)-6-hydroxy-3,6-diphenyloctan-2-en-4,7-diyne-1-al